FC1=C(C=C(C(=C1)C)F)NC=1N(C2=NC(=NC=C2N1)NC1CCOCC1)C1CCC(CC1)C(=O)N (1s,4s)-4-(8-(2,5-difluoro-4-methylphenylamino)-2-(tetrahydro-2H-pyran-4-ylamino)-9H-purin-9-yl)cyclohexanecarboxamide